(R)-5-((((3'-chloro-2'-(2-chloro-3-((3-fluoro-4-(((R)-3-hydroxypyrrolidin-1-yl)methyl)pyridin-2-yl)amino)phenyl)-6-methoxy-[2,4'-bipyridin]-5-yl)methyl)amino)methyl)pyrrolidin-2-one ClC=1C(=NC=CC1C1=NC(=C(C=C1)CNC[C@H]1CCC(N1)=O)OC)C1=C(C(=CC=C1)NC1=NC=CC(=C1F)CN1C[C@@H](CC1)O)Cl